NC(C(=O)O)C(CC)O amino-β-hydroxyvaleric acid